2-(2'-hydroxy-phenyl)-5-chloro-benzotriazole OC1=C(C=CC=C1)N1N=C2C(=N1)C=CC(=C2)Cl